(1-tert-Butyl-1H-pyrazol-4-yl)-[2-fluoro-5-(7-morpholin-4-yl-quinazolin-4-yl)-pyridin-3-yl]-methanol C(C)(C)(C)N1N=CC(=C1)C(O)C=1C(=NC=C(C1)C1=NC=NC2=CC(=CC=C12)N1CCOCC1)F